4-((4-(5-chlorobenzo[b]thiophene-2-carbonyl)piperazin-1-yl)methyl)-N-hydroxybenzoamide ClC1=CC2=C(SC(=C2)C(=O)N2CCN(CC2)CC2=CC=C(C(=O)NO)C=C2)C=C1